tert-butyl 3-[3-chloro-5-(1-chloroethyl)-6-methoxy-2-methylphenyl]azetidine-1-carboxylate ClC=1C(=C(C(=C(C1)C(C)Cl)OC)C1CN(C1)C(=O)OC(C)(C)C)C